5,5-dicyano-6-phenylhexane C(#N)C(CCCC)(CC1=CC=CC=C1)C#N